FC(C(=O)O)(F)F.CN1C(N(C2=C1C=C(C=C2)N2CC1(C2)CCNCC1)C1C(NC(CC1)=O)=O)=O 3-(3-methyl-2-oxo-5-(2,7-diazaspiro[3.5]nonan-2-yl)-2,3-dihydro-1H-benzo[d]imidazol-1-yl)piperidine-2,6-dione trifluoroacetate